[Ru+3].C(C)(C)(C)C1=C(C=CC=C1)C1(NC=CC=C1)C1=C(C=CC=C1)C(C)(C)C [2,2'-bis[2-tert-butylphenyl]pyridine] ruthenium (III)